FC1=C(C#N)C=C(C=C1)N1C2CN(CC1CC2)C(CCS(=O)(=O)C2=CC(=CC=C2)OC)=O 2-fluoro-5-{3-[3-(3-methoxybenzenesulfonyl)propanoyl]-3,8-diazabicyclo[3.2.1]octan-8-yl}benzonitrile